[Na].C(CCC)[C@@H]1N=C(C2=CC=C(C=C2C1)OC)C12CC(C1)(C2)NC(C2=CC=NC=C2)=O (S)-N-(3-(3-butyl-6-methoxy-3,4-dihydroisoquinolin-1-yl)bicyclo[1.1.1]pent-1-yl)isonicotinamide sodium